2-chloro-3-(morpholine-4-carbonyl)pyridine 1-oxide ClC1=[N+](C=CC=C1C(=O)N1CCOCC1)[O-]